OCCC=1C=C(C2=CC(=CC=CC12)C(C)C)S(=O)(=O)O 3-(2-hydroxyethyl)-7-isopropyl-1-azulenesulfonic acid